C1(=CC=CC=C1)N(C=1C=C2OC3=C(CCCC3=CC2=CC1)C=O)C1=CC=CC=C1 6-diphenylamino-2,3-dihydro-1H-xanthen-4-carbaldehyde